O=C1NC=C(C(N1)=O)C=1C=C(C=2N(N1)C=CN2)[C@@H]2[C@H](C2)C2=CC(=C(C#N)C=C2)C(F)(F)F 4-((1S,2S)-2-(6-(2,4-dioxo-1,2,3,4-tetrahydropyrimidin-5-yl)imidazo[1,2-b]pyridazin-8-yl)cyclopropyl)-2-(trifluoromethyl)benzonitrile